OCCN(CCC[Si](OCC)(OCC)OCC)CCO 3-bis(2-hydroxyethyl)aminopropyltriethoxysilane